C1=CC=C(C=C1)CNC(=O)CN2C=CN=C2[N+](=O)[O-] The molecule is a monocarboxylic acid amide obtained by formal condensation of the carboxy group of (2-nitroimidazol-1-yl)acetic acid with the aromatic amino group of benzylamine. Used for treatment of Chagas disease. It has a role as an antiprotozoal drug. It is a member of imidazoles, a C-nitro compound and a monocarboxylic acid amide.